2-methyl-9,10-bis(propionyloxy)anthracene CC1=CC2=C(C3=CC=CC=C3C(=C2C=C1)OC(CC)=O)OC(CC)=O